1-(4-fluorophenyl)-5-(trifluoromethyl)-4-[(trimethylsilyl)ethynyl]-1H-pyrazole FC1=CC=C(C=C1)N1N=CC(=C1C(F)(F)F)C#C[Si](C)(C)C